3-(3-Chloro-4-fluorophenyl)-1-(8-fluoro-6-oxo-1,2,3,4,5,6-hexahydrophenanthridin-1-yl)-1-(3-hydroxypropyl)urea ClC=1C=C(C=CC1F)NC(N(CCCO)C1CCCC=2NC(C3=CC(=CC=C3C12)F)=O)=O